2-nitro-1-pyrrolidinobenzene [N+](=O)([O-])C1=C(C=CC=C1)N1CCCC1